ClC1=CC(N(C=C1)C1=CC=C(C=C1)C=1SC(=C(N1)C(F)(F)F)C(=O)NCC)=O 2-(4-(4-chloro-2-oxopyridin-1(2H)-yl)phenyl)-N-ethyl-4-(trifluoromethyl)thiazole-5-carboxamide